5-(1-(2,2-difluoroethyl)-1H-benzo[d][1,2,3]triazol-6-yl)-6-fluoro-4-methoxy-N-(1-(oxetan-3-yl)piperidin-4-yl)pyrrolo[2,1-f][1,2,4]triazin-7-d-2-amine FC(CN1N=NC2=C1C=C(C=C2)C=2C(=C(N1N=C(N=C(C12)OC)NC1CCN(CC1)C1COC1)[2H])F)F